(R)-tert-butyl (3-(4-bromo-2-(N,N-dibenzylsulfamoyl)-3-(2-(4-methoxybenzyl)-2H-tetrazol-5-yl) phenylsulfonamido)-2-((tertbutyldimethylsilyl)oxy)propyl)carbamate BrC1=C(C(=C(C=C1)S(=O)(=O)NC[C@@H](CNC(OC(C)(C)C)=O)O[Si](C)(C)C(C)(C)C)S(N(CC1=CC=CC=C1)CC1=CC=CC=C1)(=O)=O)C=1N=NN(N1)CC1=CC=C(C=C1)OC